O=C1N(C(C2=CC=CC=C12)=O)CCCCCCCCCC 10-(1,3-dioxo-2,3-dihydro-1H-isoindol-2-yl)decane